S1C=C(C=C1)C(=O)N1CCOCC1 thiophen-3-yl-(morpholino)methanone